ClC=1C(=C(C(=CC1N1C[C@](CC1)(C)CN(C)C)F)S(=O)(=O)N(C1=NC(=CC=C1)F)CC1=C(C=C(C=C1)OC)OC)F (S)-3-chloro-N-(2,4-dimethoxybenzyl)-4-(3-((dimethylamino)methyl)-3-methylpyrrolidin-1-yl)-2,6-difluoro-N-(6-fluoropyridin-2-yl)benzenesulfonamide